S1C(=CC=C1CC#N)C=1SC(=CC1)CC#N 2,2'-([2,2'-bithiophene]-5,5'-diyl)diacetonitrile